(3-bromo-n-propoxy)(t-butyl)dimethylsilane BrCCCO[Si](C)(C)C(C)(C)C